N1CC(C1)NC1=C2C(N(C(C2=CC=C1)=O)C1C(NC(CC1)=O)=O)=O (azetidin-3-ylamino)-2-(2,6-dioxopiperidin-3-yl)isoindoline-1,3-dione